S1C(=NC2=C1C=CC=C2)C[C@H](N)C(=O)O 3-(1,3-benzothiazol-2-yl)-alanine